C(C)(C)(C)OC(=O)N1CCN(CC1)C=1C=NC(=CC1)OC 4-(6-methoxypyridin-3-yl)piperazine-1-carboxylic acid tert-butyl ester